6-bromo-1-methyl-3-(4-nitrophenyl)quinolin-2(1H)-one BrC=1C=C2C=C(C(N(C2=CC1)C)=O)C1=CC=C(C=C1)[N+](=O)[O-]